C(C=C)OC(CC1=C(C=CC(=C1)NC=1N=CC2=C(N(C(N(C2)C2=C(C=CC=C2C)C)=O)CC=C)N1)N1CCN(CC1)C)=O [5-[8-Allyl-6-(2,6-dimethyl-phenyl)-7-oxo-5,6,7,8-tetrahydro-pyrimido[4,5-d]pyrimidin-2-ylamino]-2-(4-methyl-piperazin-1-yl)-phenyl]-acetic acid allyl ester